ethyl (1s,4s)-4-(5-fluoro-2-(3-(trifluoromethyl)benzamido)-1H-benzo[d]imidazol-1-yl)cyclohexane-1-carboxylate FC1=CC2=C(N(C(=N2)NC(C2=CC(=CC=C2)C(F)(F)F)=O)C2CCC(CC2)C(=O)OCC)C=C1